(S)-5-{4-[4-(3,5-dimethylpyridin-2-yl)piperazine-1-carbonyl]phenyl}-5-fluoromethylimidazolidine-2,4-dione CC=1C(=NC=C(C1)C)N1CCN(CC1)C(=O)C1=CC=C(C=C1)[C@]1(C(NC(N1)=O)=O)CF